(3R,4R)-1-(5-(2-([2,2'-bipyrimidin]-5-yl)cyclopropyl)-2,3-difluorophenyl)pyrrolidine-3,4-diol N1=C(N=CC(=C1)C1C(C1)C=1C=C(C(=C(C1)N1C[C@H]([C@@H](C1)O)O)F)F)C1=NC=CC=N1